NCCN aminoethyl-amine